NC1=CC=C(C=N1)C=1NC(C2=C(N1)NN=C2)=O 6-(6-aminopyridin-3-yl)-1H-pyrazolo[3,4-d]pyrimidin-4(5H)-one